C(=O)(O)CC[Si](OCCOC)(OCCOC)C1=CC=CC=C1 β-carboxylethylphenylbis(2-methoxyethoxy)silane